N-(3-(2-chloro-5-fluorophenyl)-6-(1-cyclopropyl-1H-pyrazol-4-yl)-2-(4-methoxybenzyl)-5-methyl-1-carbonylisoindolin-4-yl)-3-fluoro-5-(trifluoromethyl)benzamide ClC1=C(C=C(C=C1)F)C1N(C(C2=CC(=C(C(=C12)NC(C1=CC(=CC(=C1)C(F)(F)F)F)=O)C)C=1C=NN(C1)C1CC1)=C=O)CC1=CC=C(C=C1)OC